ClC=1N=C(NC1[C@H]1[C@H](CN(CC1)S(=O)(=O)CC1CN(C1)S(=O)(=O)C)C)C1=NC=C(C=C1)F 2-[4-Chloro-5-[(3R,4R)-3-methyl-1-[(1-methylsulfonylazetidin-3-yl)methylsulfonyl]-4-piperidyl]-1H-imidazol-2-yl]-5-fluoro-pyridine